N4-((1r,4r)-4-aminocyclohexyl)-N2-(3,5-dichlorophenyl)-5-(1-methyl-1H-pyrazol-4-yl)pyrimidine-2,4-diamine NC1CCC(CC1)NC1=NC(=NC=C1C=1C=NN(C1)C)NC1=CC(=CC(=C1)Cl)Cl